ClC1=CC(=NC=C1)NCC(C)(C)C 4-chloro-N-neopentylpyridin-2-amine